ethyl (S)-1-(2-(1-(6-methoxy-3,4-dihydro-2H-benzo[b][1,4]oxazin-7-yl)-6-(pyrazolo[1,5-a]pyrimidin-3-yl)-1H-pyrazolo[4,3-c]pyridine-3-carboxamido)ethyl)pyrrolidine-3-carboxylate COC1=CC2=C(OCCN2)C=C1N1N=C(C=2C=NC(=CC21)C=2C=NN1C2N=CC=C1)C(=O)NCCN1C[C@H](CC1)C(=O)OCC